N,N'-(azanediylbis(ethane-2,1-diyl))dioleamide N(CCNC(CCCCCCC\C=C/CCCCCCCC)=O)CCNC(CCCCCCC\C=C/CCCCCCCC)=O